(2R,3R,4S,5R)-5-(6-amino-2-fluoro-9H-purin-9-yl)-2-ethynyl-4-fluoro-2-(hydroxymethyl)tetrahydrofuran-3-ol NC1=C2N=CN(C2=NC(=N1)F)[C@H]1[C@H]([C@@H]([C@](O1)(CO)C#C)O)F